FC(C)(F)N1N=C(C=C1)C1(C(C(CC1)=CN(C)C)=O)C 2-(1-(1,1-difluoroethyl)-1H-pyrazol-3-yl)-5-((dimethylamino)methylene)-2-methylcyclopentan-1-one